[11C]-methane [11CH4]